COC(=O)C1=CC=C2C(=N1)N(C(=N2)CN2CCC(CC2)C2=NC(=CC=C2)OCC2=CC=C(C=1C=COC12)Cl)C[C@H]1OCC1 (S)-2-((4-(6-((4-chlorobenzofuran-7-yl)Methoxy)pyridin-2-yl)piperidin-1-yl)methyl)-3-(oxetan-2-ylmethyl)-3H-imidazo[4,5-b]pyridine-5-Carboxylic acid methyl ester